ClC=1C(=NC(=NC1)N1CC(OC(C1)(C)C)(C)C)NC1=CC2=C(N(C(N2CCC(C)(C)O)=O)C)C=C1 5-((5-Chloro-2-(2,2,6,6-tetramethylmorpholino)pyrimidin-4-yl)amino)-3-(3-hydroxy-3-methylbutyl)-1-methyl-1,3-dihydro-2H-benzo[d]imidazol-2-on